N-(4,5-Dimethoxy-2-((4-(2-(((5-methoxypyridin-3-yl)methyl)((1-methyl-1H-indazol-5-yl)methyl)amino)ethyl)phenyl)carbamoyl)phenyl)quinoline-3-carboxamide COC1=CC(=C(C=C1OC)NC(=O)C=1C=NC2=CC=CC=C2C1)C(NC1=CC=C(C=C1)CCN(CC=1C=C2C=NN(C2=CC1)C)CC=1C=NC=C(C1)OC)=O